FC=1C(=C(C=CC1F)C1CSC(C1)(C(F)(F)F)C)OC 3-(3,4-difluoro-2-methoxyphenyl)-5-methyl-5-(trifluoromethyl)tetrahydrothiophene